3-(2-norbornanyl)amino-2-methylpropane-1-sulfonic acid C12C(CC(CC1)C2)NCC(CS(=O)(=O)O)C